1,4-bis(1H-benzo[d]imidazol-2-yl)benzene methyl-3-(3-((4-(2-(2-aminopyridin-3-yl)-5-phenyl-3H-imidazo[4,5-b]pyridin-3-yl)benzyl)carbamoyl)phenyl)propanoate COC(CCC1=CC(=CC=C1)C(NCC1=CC=C(C=C1)N1C(=NC=2C1=NC(=CC2)C2=CC=CC=C2)C=2C(=NC=CC2)N)=O)=O.N2C(=NC1=C2C=CC=C1)C1=CC=C(C=C1)C1=NC2=C(N1)C=CC=C2